(3-methylimidazo[1,2-a]pyridin-2-yl)methanone tert-butyl-N-[4-[1-(2,6-dioxopiperidin-3-yl)-3-methyl-2-oxo-1,3-benzodiazol-4-yl]but-3-yn-1-yl]carbamate C(C)(C)(C)OC(NCCC#CC1=CC=CC=2N(C(N(C21)C)=O)C2C(NC(CC2)=O)=O)=O.CC2=C(N=C1N2C=CC=C1)C=O